C(C)(C)(C)OC(=O)N1CCC(CC1)N1N=C(C=C1)C(C1=CC=C(C=C1)C(F)(F)F)=O.ClCC(=O)N1CCCC1 1-(chloroacetyl)pyrrolidine tert-butyl-4-(3-(4-(trifluoromethyl)benzoyl)-1H-pyrazol-1-yl)piperidine-1-carboxylate